2-(1-benzhydrylazetidin-3-yl)-6-bromo-7-isopropoxy-imidazo[1,2-a]pyridine C(C1=CC=CC=C1)(C1=CC=CC=C1)N1CC(C1)C=1N=C2N(C=C(C(=C2)OC(C)C)Br)C1